C1(CCC1)NC1=C2C(=NC(=C1)NC1=CC=C(C3=C1OCCO3)C(=O)N3CCC(CC3)N3CCOCC3)NC=C2C(F)(F)F (8-((4-(cyclobutylamino)-3-(trifluoromethyl)-1H-pyrrolo[2,3-b]pyridin-6-yl)amino)-2,3-dihydrobenzo[b][1,4]dioxin-5-yl)(4-morpholinopiperidin-1-yl)methanone